CC1=CC=C(C=C1)CN1C(CCC1=O)CC(=O)N1C(CCC1)C(=O)O 1-[2-[1-[(4-methylphenyl)methyl]-5-oxopyrrolidin-2-yl]acetyl]pyrrolidine-2-carboxylic acid